C[C@@H]1O[C@@H](CN(C1)C1=CC=CC(=N1)C1CC(C1)C1=CC(=NC=C1)CNC([O-])=O)C ((4-((1R,3r)-3-(6-((2S,6R)-2,6-dimethylmorpholino)pyridin-2-yl)cyclobutyl)pyridin-2-yl)methyl)carbamate